(3S,11aR)-6,7-dichloro-3,4-dihydro-1H,9H,11H-3,11a-methanopyrimido[6',1':2,3]imidazo[5,1-c][1,4]oxazin-9-one ClC=1C(=NC(N2C1N1[C@@]3(CO[C@H](C1)C3)C2)=O)Cl